Tert-butyl 5,5-difluoro-2-(1-(5-fluoro-6-(indolin-4-yl)pyridin-3-yl)ethyl)-2,7-diazaspiro[3.5]nonane-7-carboxylate FC1(C2(CN(C2)C(C)C=2C=NC(=C(C2)F)C2=C3CCNC3=CC=C2)CCN(C1)C(=O)OC(C)(C)C)F